oxybisdiphenylarsine C1=CC=C(C=C1)[As](C2=CC=CC=C2)O[As](C3=CC=CC=C3)C4=CC=CC=C4